OC1C(C(C2N(C1CO)C(C(N2)=O)=O)O)O Hexahydro-6,7,8-trihydroxy-5-(hydroxymethyl)-imidazo[1,2-a]pyridine-2,3-dione